5,6-difluoro-1H-indol-3-amine hydrochloride tert-Butyl-N-(5,6-difluoro-1H-indol-3-yl)carbamate C(C)(C)(C)OC(NC1=CNC2=CC(=C(C=C12)F)F)=O.Cl.FC=1C=C2C(=CNC2=CC1F)N